NC=1C=C(C=CC1)C=1C=CC=C2C=NC(=NC12)NC1=C(C=C(C=C1)N1CCN(CC1)C)OC 8-(3-aminophenyl)-N-(2-methoxy-4-(4-methylpiperazin-1-yl)phenyl)quinazolin-2-amine